2-Amino-N-(2-Hydroxyethyl)Acetamide NCC(=O)NCCO